(6-{6-[(4-cyano-2-fluorobenzyl)oxy]pyridin-2-yl}-6-azaspiro[2.5]oct-1-yl)-1-[(2S)-oxetan-2-ylmethyl]-1H-benzimidazole-6-carboxylic acid ammonium [NH4+].C(#N)C1=CC(=C(COC2=CC=CC(=N2)N2CCC3(CC3C3=NC4=C(N3C[C@H]3OCC3)C=C(C=C4)C(=O)O)CC2)C=C1)F